N-[6-cyclopropyl-4-[4-fluoro-2-(4-methyl-1,2,4-triazol-3-yl)phenyl]pyridin-2-yl]-5-[[(3S)-3-methylpiperidin-1-yl]methyl]-2-oxo-1-propan-2-ylpyridine-3-carboxamide C1(CC1)C1=CC(=CC(=N1)NC(=O)C=1C(N(C=C(C1)CN1C[C@H](CCC1)C)C(C)C)=O)C1=C(C=C(C=C1)F)C1=NN=CN1C